CON=CC=NNC1=CC(=CC=C1)F 2-(2-(3-fluorophenyl)hydrazono)acetaldehyde O-methyloxime